1-Methyl-N-[(2R,3S)-1-[1-(1-methyl-6-oxo-3-pyridyl)indazol-5-yl]-5-oxo-2-phenyl-pyrrolidin-3-yl]pyrazol-3-carboxamid CN1N=C(C=C1)C(=O)N[C@@H]1[C@H](N(C(C1)=O)C=1C=C2C=NN(C2=CC1)C1=CN(C(C=C1)=O)C)C1=CC=CC=C1